Cl.Cl.ClC=1C(=C2C=NNC2=CC1)C=1C=CC=2N(C1)C=C(N2)NC(=O)C2CC2 N-(6-(5-chloro-1H-indazol-4-yl)imidazo[1,2-a]pyridin-2-yl)cyclopropanecarboxamide, dihydrochloride